FC(OC=1C=C2C(CCC(C2=CC1)NS(=O)(=O)C1=CC=C(C=C1)OC(F)(F)F)=O)F N-(6-(difluoromethoxy)-4-oxo-1,2,3,4-tetrahydronaphthalen-1-yl)-4-(trifluoromethoxy)benzene-sulfonamide